Tributyl-(ethynyl)stannane methyl-2-(6-{6-[(4-cyano-2-fluorobenzyl)oxy]-5-fluoropyridin-2-yl}-6-azaspiro[2.5]oct-1-yl)-1-[(2S)-oxetan-2-ylmethyl]-1H-benzimidazole-6-carboxylate COC(=O)C=1C=CC2=C(N(C(=N2)C2CC23CCN(CC3)C3=NC(=C(C=C3)F)OCC3=C(C=C(C=C3)C#N)F)C[C@H]3OCC3)C1.C(CCC)[Sn](C#C)(CCCC)CCCC